2-hydroxy-2-methyl-1-(4-(methylthio)phenyl)propan-1-one OC(C(=O)C1=CC=C(C=C1)SC)(C)C